CC(C(=O)OCC(C)(C1=CC(=CC=C1)C(F)(F)F)NC(NC1=C(C(=CC=C1)CN1C(OC(=C1)C)=N)N)=S)(C)C 2-[({2-amino-3-[(2-imino-5-methyl-2,3-dihydro-1,3-oxazol-3-yl)methyl]phenyl}carbamothioyl)amino]-2-[3-(trifluoromethyl)phenyl]propyl 2,2-dimethylpropanoate